5-amino-2-(2,6-dioxopiperidin-3-yl)-1,3-dioxoisoindolin-4-yl 2-(trifluoromethoxy)benzenesulfonate FC(OC1=C(C=CC=C1)S(=O)(=O)OC1=C2C(N(C(C2=CC=C1N)=O)C1C(NC(CC1)=O)=O)=O)(F)F